(1-benzyl-(4-naphthyl)tetrahydropyridin-3-yl)methanol C(C1=CC=CC=C1)N1C(C(CCC1)CO)C1=CC=CC2=CC=CC=C12